ClC1=CC(=NC=C1OC1=CC=CC=C1)NC=1C2=C(N=CN1)C=CC(=N2)N2CC1(CCN1C(=O)OC(C)(C)C)C2 tert-butyl 6-[4-[(4-chloro-5-phenoxy-2-pyridyl)amino]pyrido[3,2-d]pyrimidin-6-yl]-1,6-diazaspiro[3.3]heptane-1-carboxylate